N1(CCOCC1)C1=CC2=C(C=3N(C(N2)=O)C=NN3)N=C1 8-(morpholin-4-yl)pyrido[2,3-e][1,2,4]triazolo[4,3-c]pyrimidin-5(6H)-one